1-{[(4R,7S)-7-fluoro-6-oxo-5-azaspiro[2.4]hept-4-yl]methoxy}-7-methoxyisoquinoline-6-carboxamide F[C@@H]1C(N[C@H](C12CC2)COC2=NC=CC1=CC(=C(C=C21)OC)C(=O)N)=O